N-(4-((5-(4-methoxyphenyl)-1H-pyrazol-3-yl)amino)-3-methylphenyl)methansulfonamid COC1=CC=C(C=C1)C1=CC(=NN1)NC1=C(C=C(C=C1)NS(=O)(=O)C)C